NC=1N=CN(C(C1C(=O)OC)=O)C1=C(C=CC=C1Cl)Br methyl 4-amino-1-(2-bromo-6-chlorophenyl)-6-oxo-1,6-dihydropyrimidine-5-carboxylate